(S)-quinuclidin-3-yl (5-(2,3-dimethoxyphenyl)-2,2-diethyl-2,3-dihydro-1H-inden-1-yl)carbamat COC1=C(C=CC=C1OC)C=1C=C2CC(C(C2=CC1)NC(O[C@@H]1CN2CCC1CC2)=O)(CC)CC